ClC1=CC(=C(COC2=CC=CC(=N2)C2CCN(CC2)CC2=NC3=C(N2C)C=C(C=C3OC)C(=O)O)C=C1)F 2-((4-(6-((4-Chloro-2-fluorobenzyl)oxy)pyridin-2-yl)piperidin-1-yl)methyl)-4-methoxy-1-methyl-1H-benzo[d]imidazole-6-carboxylic acid